N-[4-chloro-2-fluoro-3-(6-oxo-4-{6-[2-(2,2,2-trifluoroethoxy)ethoxy]pyridin-3-yl}-1,6-dihydropyrimidin-2-yl)benzyl]isobutyramide ClC1=C(C(=C(CNC(C(C)C)=O)C=C1)F)C=1NC(C=C(N1)C=1C=NC(=CC1)OCCOCC(F)(F)F)=O